OC[C@H](C)NC(=O)C=1C(N(N=C(C1)C1=CC=C(C=C1)C)C=1C=NN(C1)C)=O N-[(2S)-1-Hydroxypropan-2-yl]-6-(4-methyl-phenyl)-2-(1-methyl-1H-pyrazol-4-yl)-3-oxo-2,3-dihydropyridazine-4-carboxamide